C(C)(C)(C)N1CCC(CC1)NC1=NC(=NC2=CC(=C(C=C12)OC)OC)NCCCNC(CCl)=O N-(3-((4-((1-(tert-butyl)piperidin-4-yl)amino)-6,7-dimethoxyquinazolin-2-yl)amino)propyl)-2-chloroacetamide